N-(1'-(2-(2-methoxypropan-2-yl)-6-methylpyrimidin-4-yl)-1',2'-dihydrospiro[cyclopropan-1,3'-pyrrolo[3,2-c]pyridin]-6'-yl)acetamide COC(C)(C)C1=NC(=CC(=N1)N1CC2(C=3C=NC(=CC31)NC(C)=O)CC2)C